C(=CCCCCCCCCCC)B.[C] carbon dodecenylborane